CC=1C=C(C=C(C1)C)C1=CN=C2C(=N1)N(C=C2)C=2C=CC(=C(C2)C2CN(CC2)C(=O)OC(C)(C)C)C(=O)OC tert-butyl 3-[5-[3-(3,5-dimethylphenyl)pyrrolo[2,3-b]pyrazin-5-yl]-2-methoxycarbonyl-phenyl]pyrrolidine-1-carboxylate